COC(C1=CC=CC(=C1)N(CC)CC)=O 5-(diethylamino)benzoic acid methyl ester